2,2'-{4-[1-ethoxy-3-(4-{2-[2-(2-ethoxyethoxy)ethoxy]ethoxy}phenyl)-1-oxopropan-2-yl]-10-[1-ethoxy-3-methoxy-1-oxopropan-2-yl]-1,4,7,10-tetraazacyclododecane-1,7-diyl}diacetic acid C(C)OC(C(CC1=CC=C(C=C1)OCCOCCOCCOCC)N1CCN(CCN(CCN(CC1)CC(=O)O)C(C(=O)OCC)COC)CC(=O)O)=O